C(C)(C)C1=NC(=CC2=C1N(C(N2C)=O)C)OC=2C=CC(=NC2)C=2C=NC(=C(C2)C)C(=O)OC methyl 5-((4-isopropyl-1,3-dimethyl-2-oxo-2,3-dihydro-1H-imidazo[4,5-c]pyridin-6-yl)oxy)-5'-methyl-[2,3'-bipyridine]-6'-carboxylate